CC1(O[C@H]2[C@@H](O1)CC[C@H]2C(=O)OCC)C |&1:8| rac-ethyl (3aR,6aS)-2,2-dimethyltetrahydro-4H-cyclopenta[d][1,3]dioxole-4-carboxylate